tert-butoxycarbonyllysine benzyl ester C(C1=CC=CC=C1)OC([C@@H](NC(=O)OC(C)(C)C)CCCCN)=O